(M)-3-bromo-4-((3-fluoro-5-methylpyridin-2-yl)methoxy)-6''-(2-hydroxypropan-2-yl)-3'',5',6-trimethyl-2H-[1,4':2',2''-terpyridin]-2-one BrC=1C(N(C(=CC1OCC1=NC=C(C=C1F)C)C)C1=CC(=NC=C1C)C1=NC(=CC=C1C)C(C)(C)O)=O